C(C(=C)C)(=O)OCC(C)OC(C=C)=O 2-(Acryloyloxy)-propyl methacrylat